ClC=1C=CC(=C2C=C(NC12)C(=O)N1[C@@H]2CC([C@H]([C@H]1C(=O)N[C@@H](C[C@H]1C(NCCC1)=O)C#N)CC2)(F)F)F (1S,3S,4S)-2-(7-chloro-4-fluoro-1H-indole-2-carbonyl)-N-[(1S)-1-cyano-2-[(3S)-2-oxo-3-piperidyl]ethyl]-5,5-difluoro-2-azabicyclo[2.2.2]octane-3-carboxamide